C(CCCCCCC)SCC=1C=C(C(=C(C1)CSCCCCCCCC)O)C 4,6-bis[(octylthio)methyl]-o-cresol